((R)-(1-fluorocyclobutyl)(3-fluoropyridin-2-yl)methyl)-1-oxoisoindoline-5-carboxamide FC1(CCC1)[C@@H](C1=NC=CC=C1F)N1C(C2=CC=C(C=C2C1)C(=O)N)=O